5-(2-methoxy-4,6-dimethylphenyl)pyrazine-2,3-diamine COC1=C(C(=CC(=C1)C)C)C=1N=C(C(=NC1)N)N